OCC1CCC(CC1)N1N=C2C=C(C(=CC2=C1)N1C(N=CC(=C1)C(=O)N)C(F)(F)F)C(C)(C)O 1-N-[2-[4-(hydroxymethyl)cyclohexyl]-6-(1-hydroxy-1-methyl-ethyl)indazol-5-yl]-2-(trifluoromethyl)pyrimidine-5-carboxamide